CCCCC[C@@H](/C=C/C=C\\C/C=C\\C/C=C\\C/C=C\\CCC(=O)O)OO The molecule is a docosanoid that is (4Z,7Z,10Z,13Z,15E)-docosapentaenoic acid carrying a hydroperoxy substituent at position 17S. It is a docosanoid, a hydroperoxy fatty acid and a long-chain fatty acid. It derives from a (4Z,7Z,10Z,13Z,16Z)-docosa-4,7,10,13,16-pentaenoic acid. It is a conjugate acid of a (4Z,7Z,10Z,13Z,15E,17S)-17-hydroperoxydocosapentaenoate.